C(C)(C)[Si](N1C=CC=C1)(C(C)C)C(C)C 1-(triisopropylsilyl)pyrrol